FC1=C(C(=O)O)C(=CC=C1)NC(C)C=1C=C(C=C2C(C(=C(OC12)N1CC2=CC=C(C=C2C1)F)C)=O)C 2-Fluoro-6-[1-[2-(5-fluoroisoindolin-2-yl)-3,6-dimethyl-4-oxo-chromen-8-yl]ethylamino]benzoic Acid